hexamethyleneglycol bis[β-(3,5-di-t-butyl-4-hydroxyphenyl) propionate] C(C)(C)(C)C=1C=C(C=C(C1O)C(C)(C)C)CCC(=O)OCCCCCCOC(CCC1=CC(=C(C(=C1)C(C)(C)C)O)C(C)(C)C)=O